dl-2,2-dimethylhexyl malonate C(CC(=O)[O-])(=O)OCC(CCCC)(C)C